1-(2-(4-(1-(1-(2-fluoroacryloyl)azetidin-3-yl)-3-(4-(trifluoromethyl)phenyl)-1H-pyrazolo[4,3-b]pyridin-7-yl)-1H-pyrazol-1-yl)ethyl)-3-phenylurea FC(C(=O)N1CC(C1)N1N=C(C2=NC=CC(=C21)C=2C=NN(C2)CCNC(=O)NC2=CC=CC=C2)C2=CC=C(C=C2)C(F)(F)F)=C